neodymium (mono-2-ethylhexyl-2-ethylhexyl) phosphonate P(OC(C(CCCC)CC)CC(CCCC)CC)([O-])=O.[Nd+3].C(C)C(CC(C(CCCC)CC)OP([O-])=O)CCCC.C(C)C(CC(C(CCCC)CC)OP([O-])=O)CCCC